C(C)(C)(C)NC(CN(C)C=1C2=C(N=C(N1)C1=NC=CC(=C1)OCCO)CCC2)=O N-tert-butyl-2-({2-[4-(2-hydroxyethoxy)pyridin-2-yl]-5H,6H,7H-cyclopenta[d]pyrimidin-4-yl}(methyl)amino)acetamide